ClCC\C=C/CC (Z)-1-chlorohex-3-ene